tert-butyl 4-[[4-[3-(2-methoxyphenyl) isoxazol-5-yl]phenyl]methyl]piperazine-1-carboxylate COC1=C(C=CC=C1)C1=NOC(=C1)C1=CC=C(C=C1)CN1CCN(CC1)C(=O)OC(C)(C)C